2-[1-(Methoxymethyl)-2-methyl-propyl]sulfanyl-5-methyl-heptan-4-one COCC(C(C)C)SC(C)CC(C(CC)C)=O